4-methylisoxazol-5(4H)-one CC1C=NOC1=O